2-(2-methyl-2-nitro-propyl)oxirane CC(CC1OC1)(C)[N+](=O)[O-]